C(CCSSCCC(=O)[O-])(=O)OC methyl 3,3'-dithiodipropionate